BrC=1C(=CC(=[N+](C1)[O-])Cl)C1=C(C=C(C=C1)F)Cl 5-bromo-2-chloro-4-(2-chloro-4-fluorophenyl)pyridine 1-oxide